3-(1-(3-bromophenyl)-3,3-difluorocyclobutyl)-4-methyl-4H-1,2,4-triazole BrC=1C=C(C=CC1)C1(CC(C1)(F)F)C1=NN=CN1C